FC1=C(N(C=C1)C1=CC=CC=C1)C1=CSC=C1 3-fluoro-1-phenyl-2-(thiophen-3-yl)-1H-pyrrole